5-(4-(3,4-Difluorophenoxy)-2-nitrophenyl)-1-methyl-1H-pyrazole FC=1C=C(OC2=CC(=C(C=C2)C2=CC=NN2C)[N+](=O)[O-])C=CC1F